(4-cyclopropyl-1H-imidazol-1-yl)-N-(6-(5,6,7,8-tetrahydro-[1,2,4]triazolo[4,3-a]pyridin-3-yl)pyridin-2-yl)benzofuran-2-carboxamide C1(CC1)C=1N=CN(C1)C1=C(OC2=C1C=CC=C2)C(=O)NC2=NC(=CC=C2)C2=NN=C1N2CCCC1